1,5-anhydro-2,3-dideoxy-3-[(5-{[3-fluoro-4-({[(2R)-oxolan-2-yl]methyl}carbamoyl)-phenyl]methyl}-4-methyl-2,3-dihydro-1-benzofuran-7-carbonyl)amino]-L-threo-pentitol FC=1C=C(C=CC1C(NC[C@@H]1OCCC1)=O)CC=1C=C(C2=C(CCO2)C1C)C(=O)N[C@H]1CCOC[C@@H]1O